NC=1SC(=CN1)C1=CC(=C(C#N)C=C1)OC(C)C 4-(2-amino-1,3-thiazol-5-yl)-2-propan-2-yloxybenzonitrile